BrC=1C=C(C=C(C1)Br)C(O)C1=NN=CN1C (3,5-dibromophenyl)(4-methyl-4H-1,2,4-triazol-3-yl)methanol